BrC1=CC=CC=2N(C=NC21)[C@@H]2C[C@@H](CCC2)NC2=NC=C(C(=N2)OC)C#N 2-(((1R,3S)-3-(4-bromo-1H-benzo[d]imidazol-1-yl)cyclohexyl)amino)-4-methoxypyrimidine-5-carbonitrile